(trans)-Methyl 4-(2-chloro-3,4-difluorophenyl)-6-(4-(N-(3-hydroxy-3-methylbutyl)sulfamoyl)cyclohexyl)-2-(thiazol-2-yl)-1,4-dihydropyrimidine-5-carboxylate ClC1=C(C=CC(=C1F)F)C1N=C(NC(=C1C(=O)OC)[C@@H]1CC[C@H](CC1)S(NCCC(C)(C)O)(=O)=O)C=1SC=CN1